CN(CC(CCCCCCCCC\C=C/C\C=C/CCCCC)CCCCCCCCC)C (12Z,15Z)-N,N-dimethyl-2-nonylhenicosa-12,15-dien-1-amine